C12(CC3CC(CC(C1)C3)C2)CC(=O)NC2=CC3=C(N=C(N3)CC3=CC(=CC=C3)C=3C(=NOC3C)C)C=C2 (1-adamantyl)-N-[2-[[3-(3,5-dimethylisoxazol-4-yl)phenyl]methyl]-3H-benzimidazol-5-yl]acetamide